methyl 5-[[4-(2,2-difluoroethyl)-6,7-difluoro-1H-indol-5-yl]oxy]-2-fluoro-benzenecarboximidothioate FC(CC1=C2C=CNC2=C(C(=C1OC=1C=CC(=C(C1)C(=N)SC)F)F)F)F